(2S)-2-Methoxy-2-[3-(3-methoxyazetidin-1-yl)phenyl]-N-[5-[[(3R)-1-pyridazin-3-ylpyrrolidin-3-yl]amino]-1,3,4-thiadiazol-2-yl]acetamid CO[C@H](C(=O)NC=1SC(=NN1)N[C@H]1CN(CC1)C=1N=NC=CC1)C1=CC(=CC=C1)N1CC(C1)OC